(S)-3-hydroxy-5-(4-((2-(2-(hydroxymethyl)pyrrolidin-1-yl)pyrrolo[2,1-f][1,2,4]triazin-4-yl)amino)-1H-imidazol-1-yl)benzonitrile OC=1C=C(C#N)C=C(C1)N1C=NC(=C1)NC1=NC(=NN2C1=CC=C2)N2[C@@H](CCC2)CO